(1H-pyrazol-4-yl)-1H-pyrrolo[2,3-c]pyridine N1N=CC(=C1)N1C=CC=2C1=CN=CC2